propane-diyl dipalmitate C(CCCCCCCCCCCCCCC)(=O)OCCCOC(CCCCCCCCCCCCCCC)=O